CC1=CC(=NC(=N1)N1CC(CCC1)C(F)(F)F)C1=NN=C(O1)C1=C(C=C(C=C1)NS(=O)(=O)CCO)N1CCC2(CC2)CC1 N-(4-(5-(6-methyl-2-(3-(trifluoromethyl)piperidin-1-yl)pyrimidin-4-yl)-1,3,4-oxadiazol-2-yl)-3-(6-azaspiro[2.5]octane-6-yl)phenyl)-2-hydroxyethane-1-Sulfonamide